OC(C(C)=O)CCCCC 3-hydroxy-2-octanone